(5r,6s,7s)-3a-(4-chloro-3-((5-chloro-3-methylbenzo[b]thiophen-2-yl)methyl)phenyl)-5-(hydroxymethyl)-2-propyl-5,6,7,7a-tetrahydro-3aH-pyrano[2,3-d]oxazole-6,7-diol ClC1=C(C=C(C=C1)C12N=C(OC1[C@H]([C@@H]([C@H](O2)CO)O)O)CCC)CC2=C(C1=C(S2)C=CC(=C1)Cl)C